FC=1C=C(C=CC1F)C(CC)N1C[C@@H](N(C[C@H]1C)C1=CC(N(C=2C=CC(=NC12)C#N)C)=O)C 8-((2s,5r)-4-(1-(3,4-difluorophenyl)propyl)-2,5-dimethylpiperazin-1-yl)-5-methyl-6-oxo-5,6-dihydro-1,5-naphthyridine-2-carbonitrile